ClC=1C(=CC2=C([C@@H](C[C@@H](O2)C(=O)NC23CC(C2)(C3)N3N=CC(=C3)CC3CC(C3)OC(F)(F)F)O)C1)F (2R,4R)-6-chloro-7-fluoro-4-hydroxy-N-[3-(4-{[(1s,3R)-3-(trifluoromethoxy)cyclobutyl]methyl}-1H-pyrazol-1-yl)bicyclo[1.1.1]pentan-1-yl]-3,4-dihydro-2H-1-benzopyran-2-carboxamide